di(phenyl)(dimethylfluorenyl)[di(phenyl)triazinylphenyl]dibenzofuran C1(=CC=CC=C1)C1=C(C(=C(C2=C1OC1=C2C=CC=C1)C1=C(C(=C(C=C1)C1=CC=CC=C1)C1=CC=CC=C1)C1=NN=NC=C1)C1=C(C(=CC=2C3=CC=CC=C3CC12)C)C)C1=CC=CC=C1